C1(CC1)CN1C(=CC2=CC=CC(=C12)OC)C=O 1-(Cyclopropylmethyl)-7-methoxy-1H-indole-2-carbaldehyde